[Ir+3].CC=1C(=NC=C(C1)C)C1=CC=NN1 (3,5-dimethyl-2-(1H-pyrazol-5-yl)pyridine) iridium (III)